1,2-dioleoyl-sn-glycero-3-phosphate sodium salt [Na+].C(CCCCCCC\C=C/CCCCCCCC)(=O)OC[C@@H](OC(CCCCCCC\C=C/CCCCCCCC)=O)COP(=O)([O-])[O-].[Na+]